2-[[4-bromo-6-[(4-phenyl-1-piperidyl)sulfonyl]benzimidazol-1-yl]methoxy]ethyl-trimethyl-silane BrC1=CC(=CC=2N(C=NC21)COCC[Si](C)(C)C)S(=O)(=O)N2CCC(CC2)C2=CC=CC=C2